BrC1=C(C=C(C=2N=CN(C21)C(F)F)C2=CC=C(C=C2)OC(F)(F)F)C(=O)OCC ethyl 4-bromo-3-(difluoromethyl)-7-[4-(trifluoromethoxy)phenyl]benzimidazole-5-carboxylate